CN1N=C(C=CC1=O)N1N=CN=C1[C@H](C)NC(OC(C)(C)C)=O tert-butyl N-[(1S)-1-[2-(1-methyl-6-oxo-pyridazin-3-yl)-1,2,4-triazol-3-yl] ethyl]carbamate